COC=1C=CC=C2C(=C(C=NC12)C#N)N1CCC(CC1)CS(=O)(=N)C 8-methoxy-4-[4-[(methylsulfonimidoyl)methyl]-1-piperidyl]quinoline-3-carbonitrile